C(C1=CC=CC=C1)C1(C[C@@H]2[C@@H](CN(C2)CC(=O)C2=NC=C(N=C2)OCC2=CC=CC=C2)C1)O 2-((3aR,5r,6aS)-5-benzyl-5-hydroxyhexa-hydrocyclopenta[c]pyrrol-2(1H)-yl)-1-(5-(benzyloxy)pyrazin-2-yl)ethanone